(3-iodophenyl)methanol IC=1C=C(C=CC1)CO